4,2-dioxazolidine N1OCOC1